1,3-dimethyl-imidazole iodate I(=O)(=O)O.CN1CN(C=C1)C